5-(5-Chloro-2-isopropyl-4-methoxy-phenoxy)-N2-(1,1-dioxo-hexahydro-1λ6-thiopyran-4-yl)-pyrimidine-2,4-diamine ClC=1C(=CC(=C(OC=2C(=NC(=NC2)NC2CCS(CC2)(=O)=O)N)C1)C(C)C)OC